3-bromo-6-chloro-1H-pyrazolo[3,4-d]pyrimidine-4-carbonitrile-1-d tert-butyl-(3-(2-(2-(2-aminoethoxy)ethoxy)ethoxy)phenyl)carbamate C(C)(C)(C)N(C(O)=O)C1=CC(=CC=C1)OCCOCCOCCN.BrC1=NN(C2=NC(=NC(=C21)C#N)Cl)[2H]